C(C)(C)(C)OC(CN1CCN(CCN(CCNCC1)CC(OC(C)(C)C)=O)C(C(=O)OC)CC(=O)OC)=O Dimethyl 2-(4,10-bis(2-(tert-butoxy)-2-oxoethyl)-1,4,7,10-tetraazacyclododecan-1-yl)succinate